4-secbutylphenyl-1-naphthyl ether C(C)(CC)C1=CC=C(C=C1)C1=C(C2=CC=CC=C2C=C1)OC1=C(C=CC2=CC=CC=C12)C1=CC=C(C=C1)C(C)CC